CC(CCCCCCCCCCCC)CCCCCCCCCCCC 13-methylpentacosane